C(C1=CC=CC=C1)N(C1=CC=C2CCC[C@]3(CC=4N=C(N=C(C4CO3)OCC3=CC=C(C=C3)OC)SC)C2=C1Br)CC1=CC=CC=C1 (S)-N,N-dibenzyl-8-bromo-4'-((4-methoxybenzyl)oxy)-2'-(methylthio)-3,4,5',8'-tetrahydro-2H-spiro[naphthalene-1,7'-pyrano[4,3-d]pyrimidin]-7-amine